CC(COCCOCCOCCO)(C)O bis-methyl-tetraethylene glycol